FC=1C=C2C(=CNC2=CC1)NC(NC1=CC(=C(OCCCC(=O)N)C(=C1)CSC(F)(F)F)F)=O 2-(4-(3-(5-fluoro-1H-indol-3-yl)ureido)-2-fluoro-6-(trifluoromethyl-thiomethyl)phenoxy)ethylacetamide